3-ethyl 5-methyl 4-(3-fluoro-2-(1-fluoroethyl) phenyl)-6-formyl-2-methyl-1,4-dihydropyridine-3,5-dicarboxylate FC=1C(=C(C=CC1)C1C(=C(NC(=C1C(=O)OC)C=O)C)C(=O)OCC)C(C)F